BrC1=C(C=CC(=C1)Cl)C1=CC=C(C=C1)C#N 2'-Bromo-4'-chloro-[1,1'-biphenyl]-4-carbonitrile